Cl.ClC=1C=C(C=CC1OC)C1=CN=C2N1C=CN=C2NC2=CC(=C(C(=O)N1CCC(CC1)C(=O)NCCNC)C=C2)C 1-(4-((3-(3-chloro-4-methoxyphenyl)imidazo[1,2-a]pyrazin-8-yl)amino)-2-methylbenzoyl)-N-(2-(methylamino)ethyl)piperidine-4-carboxamide hydrochloride